1,1-bis(4-cyanophenyl)ethane C(#N)C1=CC=C(C=C1)C(C)C1=CC=C(C=C1)C#N